(5S)-3-(2,6-difluorophenyl)-5-methyl-11-oxa-9-thia-4,7-diazatricyclo[8.5.0.02,8]pentadeca-1(10),2(8),3-triene-6-one FC1=C(C(=CC=C1)F)C=1C=2C=3CCCCOC3SC2NC([C@@H](N1)C)=O